4-(4-((3-cyano-6-(3-(3-cyclopentyl-2-oxoimidazolin-1-yl)piperidin-1-yl)pyrazine-2-yl)amino)phenyl)-4-methylpiperidine-1-carboxylic acid tert-butyl ester C(C)(C)(C)OC(=O)N1CCC(CC1)(C)C1=CC=C(C=C1)NC1=NC(=CN=C1C#N)N1CC(CCC1)N1C(N(CC1)C1CCCC1)=O